[W].[Ti].[W] tungsten-titanium-tungsten